O1CCC(CC1)COC=1C=C2CCCC(C2=CC1)=O 6-(Oxacyclohex-4-ylmethoxy)-1,2,3,4-tetrahydronaphthalen-1-one